6-bromo-7-fluoro-1-[(4-methoxyphenyl)methyl]-4-oxo-quinoline-3-carboxylic acid ethyl ester C(C)OC(=O)C1=CN(C2=CC(=C(C=C2C1=O)Br)F)CC1=CC=C(C=C1)OC